FC(\C(\C1=CN(C2=CC(=C(C=C12)F)C1=C(C=CC=C1)C(F)(F)F)CC(C)(C)C)=N\S(=O)(=O)C12CC(C1)C2)F (E)-N-(2,2-difluoro-1-(5-fluoro-1-neopentyl-6-(2-(trifluoromethyl)phenyl)-1H-indol-3-yl)ethylidene)bicyclo[1.1.1]pentane-1-sulfonamide